CC(C(=O)P(C1=CC=CC=C1)(C1=CC=CC=C1)=O)(CCCCCC)C 2,2-dimethyl-octanoyl-diphenylphosphine oxide